C(=O)(C=C)C1=C(C(=O)O)C=CC=C1 acryl-benzoic acid